F[C@@H]1CN(CC1)C=1N=CC(=NC1)C=1SC=2C(NCCC2N1)=O (S)-2-(5-(3-fluoropyrrolidin-1-yl)pyrazin-2-yl)-6,7-dihydrothiazolo[5,4-c]pyridin-4(5H)-one